OC(CN(C=O)CCC)COC1=C(C=CC=C1)C(CCC1=CC=CC=C1)=O N-(2-hydroxy-3-(2-(3-phenylpropionyl)phenoxy)propyl)-N-propylformamide